tert-butyl-(S)-2-(cyanomethyl)-4-(2-(((S)-1-methylpyrrolidin-2-yl)methoxy)-5,6,7,8-tetrahydropyrido[3,4-d]pyrimidin-4-yl)piperazine-1-carboxylic acid C(C)(C)(C)[C@@]1(N(CCN(C1)C=1C2=C(N=C(N1)OC[C@H]1N(CCC1)C)CNCC2)C(=O)O)CC#N